N-[(2R)-1-hydroxypropan-2-yl]-5-(1H-pyrazol-3-yl)-6-[4-(trifluoromethyl)phenoxy]pyridine-3-carboxamide OC[C@@H](C)NC(=O)C=1C=NC(=C(C1)C1=NNC=C1)OC1=CC=C(C=C1)C(F)(F)F